1,4-bis(2-t-butylperoxyisopropyl)benzene CC(COOC(C)(C)C)C1=CC=C(C=C1)C(C)COOC(C)(C)C